tert-butyl 3-((2-(((1R,3s,5S)-9-(ethylsulfonyl)-9-azabicyclo[3.3.1]nonan-3-yl)(methyl)amino)-6-(((S)-tetrahydrofuran-3-yl)oxy)pyrimidin-4-yl)amino)-5-methyl-1H-pyrazole-1-carboxylate C(C)S(=O)(=O)N1[C@H]2CC(C[C@@H]1CCC2)N(C2=NC(=CC(=N2)NC2=NN(C(=C2)C)C(=O)OC(C)(C)C)O[C@@H]2COCC2)C